OC[C@H]1N(CCOC1)C(=O)[O-] (R)-3-(hydroxymethyl)morpholine-4-carboxylate